tert-butyl (1-(2-(3-amino-6-(3-(trifluoromethyl)pyridin-2-yl)pyrazine-2-carboxamido)pyridin-3-yl)piperidin-4-yl)carbamate NC=1C(=NC(=CN1)C1=NC=CC=C1C(F)(F)F)C(=O)NC1=NC=CC=C1N1CCC(CC1)NC(OC(C)(C)C)=O